3-chloro-6-(difluoromethyl)-pyridazine ClC=1N=NC(=CC1)C(F)F